m-Benzenedisulfamic acid, disodium salt [Na+].[Na+].C1(=CC(=CC=C1)NS(=O)(=O)[O-])NS(=O)(=O)[O-]